P(=O)(O)(O)O[C@H]1[C@@H](O[C@@H]([C@H]1O)CO)N1C=NC=2C(N)=NC=NC12 Adenosine-2'-phosphate